ethyl 3-(7-{[(4R)-6-chloro-4-ethyl-1,1-dioxido-3,4-dihydro-2H-5,1,2-benzoxathiazepin-2-yl]methyl}-2,3-dihydro-1H-inden-5-yl)-3-(1,4-dimethyl-1H-benzotriazol-5-yl)propanoate ClC1=CC=CC2=C1O[C@@H](CN(S2(=O)=O)CC=2C=C(C=C1CCCC21)C(CC(=O)OCC)C2=C(C1=C(N(N=N1)C)C=C2)C)CC